5-(4-tert-butylphenyl)-3-(4-trifluoromethylphenyl)piperidin-2-one C(C)(C)(C)C1=CC=C(C=C1)C1CC(C(NC1)=O)C1=CC=C(C=C1)C(F)(F)F